Cl.NC(C(=O)N1CCN(CC1)C(=O)NC1=NC(N(C=C1)C1=CC=C(C=C1)CC(C)NC[C@@H]1C[C@H](C1)N)=O)(C)C trans-4-(2-Amino-2-methylpropanoyl)-N-(1-(4-(2-(((3-aminocyclobutyl)methyl)amino)propyl)phenyl)-2-oxo-1,2-dihydropyrimidin-4-yl)piperazine-1-carboxamide hydrochloride salt